ClC1=CC(=C2C=NNC2=C1)C1(C[C@H]2C([C@H]2C1)NC(CC#N)=O)O N-((1R,3r,5S,6r)-3-(6-chloro-1H-indazol-4-yl)-3-hydroxybicyclo[3.1.0]hexan-6-yl)-2-cyanoacetamide